CC1(CCC(CC1)C1N(C(C2(CCNCC2)C2=CC=CC=C12)=O)CCNNS(=O)=O)C N-(2-(1-(4,4-dimethylcyclohexyl)-3-oxo-1H-spiro[isoquinoline-4,4-piperidin]-2(3H)-yl)ethyl)aminosulfonamide